[C@@H]12CNC[C@H]2C1CCO 2-((1r,5s,6s)-3-azabicyclo[3.1.0]hexan-6-yl)ethan-1-ol